1-benzyl-2-methyl-6-(1-methyl-1H-pyrazol-5-yl)-1H-imidazo[4,5-b]pyridine C(C1=CC=CC=C1)N1C(=NC2=NC=C(C=C21)C2=CC=NN2C)C